diethyldi(2-propenyl)silane C(C)[Si](CC=C)(CC=C)CC